BrC1=CC=C2C=C[N+](CC2=C1)=O 7-bromo-2-oxo-isoquinolin-2-ium